N-(2,4-difluoro-3-(2-methoxyacetamido)phenyl)benzamide FC1=C(C=CC(=C1NC(COC)=O)F)NC(C1=CC=CC=C1)=O